2,6-di-p-toluyloxy-4-pyrone C1(=CC=C(C=C1)OC=1OC(=CC(C1)=O)OC1=CC=C(C=C1)C)C